3-((3-methoxyphenyl)amino)-4-(methyl(4-(5-(trifluoromethyl)-1,2,4-oxadiazol-3-yl)benzyl)amino)cyclobut-3-ene-1,2-dione COC=1C=C(C=CC1)NC=1C(C(C1N(CC1=CC=C(C=C1)C1=NOC(=N1)C(F)(F)F)C)=O)=O